FC=1C=C2C(=NNC2=CC1OCCOC)C1=CC(=NO1)C=1C=NC(=CC1)N1CCOCC1 5-Fluoro-6-(2-methoxyethoxy)-3-{3-[6-(morpholin-4-yl)pyridin-3-yl]-1,2-oxazol-5-yl}-1H-indazole